C1=CC=CC=2C3=CC=CC=C3C(C12)COC(=O)NC1(CCC1)C(=O)O 1-(9H-fluoren-9-ylmethoxycarbonylamino)cyclobutanecarboxylic acid